NC1=NC=NC=2C3=C(CC(C12)(C)C)C(=CC=C3)N(CCC#N)C 3-[(4-amino-5,5-dimethyl-6H-benzo[h]quinazolin-7-yl)-methyl-amino]propanenitrile